C(=O)(O)C1=CC=C(C=C1)NC1=CC(=C(C=C1)C)C1=NOC(=N1)C(C)C1=CC=CC2=CC=CC=C12 N-(4-carboxyphenyl)-4-methyl-3-(5-(1-(naphthalen-1-yl)ethyl)-1,2,4-oxadiazol-3-yl)aniline